(S)-4-((1-(3-cyclopropyl-4-oxo-5-(pyrimidin-5-yl)-3,4-dihydroquinazolin-2-yl)ethyl)amino)quinazoline-6-carbonitrile C1(CC1)N1C(=NC2=CC=CC(=C2C1=O)C=1C=NC=NC1)[C@H](C)NC1=NC=NC2=CC=C(C=C12)C#N